C(C)(C)(C)[S@@](=O)N[C@H]1C2=CC(=C(C=C2CC12CCN(CC2)C(=O)OC(C)(C)C)OC)Cl tert-butyl (R)-1-(((R)-tert-butylsulfinyl)amino)-6-chloro-5-methoxy-1,3-dihydrospiro[indene-2,4'-piperidine]-1'-carboxylate